C1(CCCC1)CNC1CCC(CC1)NC(=O)C1=NNC(=C1C(C)C)C=1C=C(C=2N(C1)N=CN2)C N-((1r,4r)-4-((cyclopentylmethyl)amino)cyclohexyl)-4-isopropyl-5-(8-methyl-[1,2,4]triazolo[1,5-a]pyridin-6-yl)-1H-pyrazole-3-carboxamide